BrC1=C2C=NN(C2=C(C=C1)OC)C1OCCCC1 4-bromo-7-methoxy-1-(tetrahydro-2H-pyran-2-yl)-1H-indazole